C1(CCCCCCCCCCCCCC1)C(=O)OCCCCCCBr 6-Bromohexyl cyclopentadecanecarboxylate